(4-tetrahydropyrazino[1,2-d]pyrimido[5',4':4,5]pyrido[3,2-b][1,4]oxazin-8(6H)-yl)-4-(dimethylamino)but-2-en-1-one N1CNCC2=C1C=NC1=C2OCC=2N1C=CN(C2)C(C=CC=O)N(C)C